2-(3-(5-((3-(2,5-difluorophenyl)isoxazol-5-yl)methyl)-5H-imidazo[4,5-c]pyridin-2-yl)-4-fluorophenoxy)ethan-1-ol FC1=C(C=C(C=C1)F)C1=NOC(=C1)CN1C=C2C(C=C1)=NC(=N2)C=2C=C(OCCO)C=CC2F